3,5-Diisobutyl-4-hydroxy-1-isopropyl-pyrazol C(C(C)C)C1=NN(C(=C1O)CC(C)C)C(C)C